N-[(3-Fluorophenyl)-methyl]-1-(2-methoxy-butyl)-4-methyl-2-oxo-7-(trifluoromethyl)-1H-quinoline-3-carboxylic acid amide FC=1C=C(C=CC1)CNC(=O)C=1C(N(C2=CC(=CC=C2C1C)C(F)(F)F)CC(CC)OC)=O